ClC1=NC=CC(=N1)CC(=O)C1=CC(=C(C=C1)F)C(F)(F)F 2-(2-Chloro-pyrimidin-4-yl)-1-(4-fluoro-3-trifluoromethyl-phenyl)-ethanone